((methyl)sulfamoyl)benzoic acid CNS(=O)(=O)C1=C(C(=O)O)C=CC=C1